[Si](C1=CC=CC=C1)(C1=CC=CC=C1)(C(C)(C)C)O[C@@H]1C[C@@H](N(CC1)C(=O)OCC1=CC=CC=C1)C1=CC=C(C=C1)C(=O)OC cis-benzyl 4-((tert-butyldiphenylsilyl)oxy)-2-(4-(methoxycarbonyl)phenyl)piperidine-1-carboxylate